The molecule is an O,2,3-trimethyltyrosine that has D-configuration at the 2-position. It is an O,2,3-trimethyltyrosine and a D-tyrosine derivative. It is an enantiomer of a L-O,2,3-trimethyltyrosine. CC1=C(C=CC(=C1C)OC)C[C@H](C(=O)O)N